[4-(4-tert-butylpyrazol-1-yl)-2,6-difluoro-phenyl]-3'-(1-hydroxyethyl)spiro[cyclopropane-1,5'-imidazo[1,2-a]imidazol]-6'-one C(C)(C)(C)C=1C=NN(C1)C1=CC(=C(C(=C1)F)C1=NC=2N(C1C(C)O)C1(C(N2)=O)CC1)F